2,5-dimethoxy-N-(5-oxo-5,6,7,8-tetrahydro-1,6-naphthyridin-3-yl)benzenesulfonamide COC1=C(C=C(C=C1)OC)S(=O)(=O)NC=1C=NC=2CCNC(C2C1)=O